tert-butyl-5-amino-4-(5-(5-bromo-1-methyl-1H-pyrazol-4-yl)-1-oxoisoindolin-2-yl)-5-oxopentanoate C(C)(C)(C)OC(CCC(C(=O)N)N1C(C2=CC=C(C=C2C1)C=1C=NN(C1Br)C)=O)=O